ethyl 3-chloro-7-(2,2,2-trifluoroethoxy)imidazo[1,2-a]pyridine-2-carboxylate ClC1=C(N=C2N1C=CC(=C2)OCC(F)(F)F)C(=O)OCC